C2-amino-6-fluoro-5,7-dihydroxypyrazolo[1,5-a]pyrimidine-3-carboxylic acid ethyl ester C(C)OC(=O)C=1C(=NN2C1N=C(C(=C2O)F)O)N